FC1(CCCC=2C=CC(=NC12)C(=O)O)F 8,8-difluoro-5,6,7,8-tetrahydroquinoline-2-carboxylic acid